8-bromo-7-chloro-6-(2,6-difluorophenyl)-4H-benzo[f]imidazo[1,2-a][1,4]diazepine-2-Formaldehyde BrC=1C=CC2=C(C(=NCC=3N2C=C(N3)C=O)C3=C(C=CC=C3F)F)C1Cl